FC1=CC2=C(OCOC2)C(=C1)CCNC(=O)CN1C=CC2=CC=CC=C12 1-({[2-(6-fluoro-2,4-dihydro-1,3-benzodioxin-8-yl)ethyl]carbamoyl}methyl)-1H-indole